OC1=C(N(N=C1C)CCC1=CC(=CC=C1)COC)C1=NNC(=N1)N1N=C(C=2C1=CN=C(C2)C)C(=O)N 1-[3-[4-Hydroxy-2-[2-[3-(methoxymethyl)phenyl]ethyl]-5-methyl-pyrazol-3-yl]-1H-1,2,4-triazol-5-yl]-5-methyl-pyrazolo[3,4-c]pyridine-3-carboxamide